C(C)OC(=O)C1=C(C2=C(NC1=O)N(N=C2)C)O 4-hydroxy-1-methyl-6-oxo-6,7-dihydro-1H-pyrazolo[3,4-b]pyridine-5-carboxylic acid ethyl ester